(E)-4-((4-(morpholine-4-carbonyl)phenyl)diazenyl)phenyl sulfurofluoridate S(OC1=CC=C(C=C1)\N=N\C1=CC=C(C=C1)C(=O)N1CCOCC1)(=O)(=O)F